OC1(CCC(CC1)N1N=C2C=C(C(=CC2=C1)NC(=O)C1=[N+](C(=CC=C1)C1CC1)[O-])OC)C 2-((2-(trans-4-hydroxy-cis-4-methylcyclohexyl)-6-methoxy-2H-indazol-5-yl)carbamoyl)-6-cyclopropylpyridine 1-oxide